O1C2=C(OCCC1)C=C(C=C2)C(=O)O 3,4-dihydro-2H-benzo[b][1,4]dioxepin-7-carboxylic acid